CC=1C(N(C=CC1)C=1C=NC(=CC1)N[C@@H]1C[C@H](CC1)NC=1N=NC(=CN1)C)=O 3-Methyl-6'-(((1S,3S)-3-((6-methyl-1,2,4-triazin-3-yl)amino)cyclopentyl)amino)-2H-[1,3'-bipyridin]-2-one